hexyl iso-stearate C(CCCCCCCCCCCCCCC(C)C)(=O)OCCCCCC